methyl ((4-(tert-butyl)phenyl)(2-((4,4-difluorocyclohexyl)amino)-1-(5-fluoropyridin-3-yl)-2-oxoethyl)carbamoyl)-L-prolinate C(C)(C)(C)C1=CC=C(C=C1)N(C(=O)N1[C@@H](CCC1)C(=O)OC)C(C(=O)NC1CCC(CC1)(F)F)C=1C=NC=C(C1)F